5-[3-chloro-5-(1-hydroxyethyl)-6-methoxy-2-methylphenyl]-N,N-dimethylpyridine-2-carboxamide ClC=1C(=C(C(=C(C1)C(C)O)OC)C=1C=CC(=NC1)C(=O)N(C)C)C